O=C1NC(CCC1N1C(C2=CC=C(C=C2C1)CNC(C(C1=CC=NC=C1)=O)=O)=O)=O N-((2-(2,6-dioxopiperidin-3-yl)-1-oxoisoindolin-5-yl)methyl)-2-oxo-2-(pyridin-4-yl)acetamide